3-bromo-5-methoxy-1-methyl-1H-pyrrolo[2,3-b]pyridine BrC1=CN(C2=NC=C(C=C21)OC)C